N[C@H]1CN(C[C@@H](C1)F)C(=O)C1=CC2=C(N(C(=N2)C2=CC=3C(=NC(=CC3)C3=CC=C(C=C3)N3C(NCC3)=O)N2CC2CC2)C)C(=C1)OC 1-[4-(2-{5-[(3R,5R)-3-amino-5-fluoropiperidine-1-carbonyl]-7-methoxy-1-methyl-1H-1,3-benzodiazol-2-yl}-1-(cyclopropylmethyl)-1H-pyrrolo[2,3-b]pyridin-6-yl)phenyl]imidazolidin-2-one